6-methoxy-1H-indazole-5-carboxamide COC1=C(C=C2C=NNC2=C1)C(=O)N